C1(=CC(=CC=C1)NC1=NN=C(C2=CC=CC=C12)C1=CC=C(C(=O)N)C=C1)C 4-(4-m-Tolylamino-phthalazin-1-yl)-benzamide